C(C)(=O)C=1C=C(C=CC1)NC(=O)NC=1C=C2C(N(C(N(C2=CC1)CC1CC1)=O)CCOC)=O 1-(3-acetylphenyl)-3-(1-(cyclopropylmethyl)-3-(2-methoxyethyl)-2,4-dioxo-1,2,3,4-tetrahydroquinazolin-6-yl)urea